ClC1=CC=C(OC2CCC(C=3C=CC(=NC23)OC)=O)C=C1 8-(4-chlorophenoxy)-2-methoxy-7,8-dihydro-quinolin-5(6H)-one